FC=1C(=C(N2N=C(N=CC21)N[C@H]2[C@@H](CN(CC2)S(=O)(=O)C)F)C(C)C)C(F)(F)F 5-fluoro-N-((3R,4R)-3-fluoro-1-(methylsulfonyl)piperidin-4-yl)-7-isopropyl-6-(trifluoromethyl)pyrrolo[2,1-f][1,2,4]triazin-2-amine